(2R)-1-(3-chloro-2,6-difluorobenzyl)-4-((3-fluoro-6-((5-methyl-1H-pyrazol-3-yl)amino)pyridin-2-yl)methyl)-2-methylpiperidine-4-carboxylic acid ClC=1C(=C(CN2[C@@H](CC(CC2)(C(=O)O)CC2=NC(=CC=C2F)NC2=NNC(=C2)C)C)C(=CC1)F)F